N-(2-((2-(dimethylamino)ethyl)(methyl)amino)-5-((4-(6-fluoro-1H-indol-3-yl)-5-(trifluoromethyl)pyrimidin-2-yl)amino)phenyl)acetamide CN(CCN(C1=C(C=C(C=C1)NC1=NC=C(C(=N1)C1=CNC2=CC(=CC=C12)F)C(F)(F)F)NC(C)=O)C)C